diphenyl(4-pyridinyl)methanol C1(=CC=CC=C1)C(O)(C1=CC=NC=C1)C1=CC=CC=C1